tricosanoic acid montanyl ester C(CCCCCCCCCCCCCCCCCCCCCCCCCCC)OC(CCCCCCCCCCCCCCCCCCCCCC)=O